7-((5-phenyl-2-thienyl)imino)-4-methylcoumarin C1(=CC=CC=C1)C1=CC=C(S1)N=C1C=CC2=C(CC(OC2=C1)=O)C